Tert-butyl 3-[4-amino-2-(3,5-dimethylisoxazol-4-yl)phenoxy]azetidine-1-carboxylate NC1=CC(=C(OC2CN(C2)C(=O)OC(C)(C)C)C=C1)C=1C(=NOC1C)C